methyl 3-(5-fluoropyridin-2-yl)-1,5-dimethyl-1H-pyrazole-4-carboxylate FC=1C=CC(=NC1)C1=NN(C(=C1C(=O)OC)C)C